tert-Butyl 4-[(7-acetyl-5-{[2-(trimethylsilyl)ethoxy]methyl}-5H-pyrrolo[2,3-b]pyrazin-2-yl)oxy]piperidine-1-carboxylate C(C)(=O)C1=CN(C2=NC=C(N=C21)OC2CCN(CC2)C(=O)OC(C)(C)C)COCC[Si](C)(C)C